BrC=1C(=CC=C2C(=CC(=NC12)N1C(CCC1)COCCC(=O)O)N1C=NC=C1)Cl 3-((1-(8-bromo-7-chloro-4-(1H-imidazol-1-yl)quinolin-2-yl)pyrrolidin-2-yl)methoxy)propanoic acid